N-cyclopropyl-2-(4-(2-ethyl-3-((4-(4-fluorophenyl)thiazol-2-yl)(methyl)amino)imidazo[1,2-a]pyridin-6-yl)piperidin-1-yl)acetamide C1(CC1)NC(CN1CCC(CC1)C=1C=CC=2N(C1)C(=C(N2)CC)N(C)C=2SC=C(N2)C2=CC=C(C=C2)F)=O